aluminum bis(acetoacetate) C(CC(=O)C)(=O)[O-].C(CC(=O)C)(=O)[O-].[Al+2]